FC1=CC=C(C=C1)C1CCC2=NNC(N21)=O 5-(4-fluorophenyl)-2,5,6,7-tetrahydropyrrolo[2,1-c][1,2,4]triazol-3-one